[Na].[N+](=O)([O-])C1=C(C=CC(=C1)N)O 2-nitro-4-aminophenol sodium salt